CN1N=NC(=C1)C1=CC=C(C(=O)N([C@H]2CN(CCC2)C(=O)OC(C)(C)C)C2=NC=CC3=CC=CC(=C23)\C=C\C=2C=NC=CC2)C=C1 tert-butyl (3R)-3-[[4-(1-methyltriazol-4-yl) benzoyl]-[8-[(E)-2-(3-pyridyl)vinyl]-1-isoquinolyl]amino]piperidine-1-carboxylate